CC=1C=C(C=CC1C)N1CC(CC1=O)C(=O)N1CCC(CC1)C#N 1-(1-(3,4-dimethylphenyl)-5-oxopyrrolidine-3-carbonyl)piperidine-4-carbonitrile